ClC1=C(C(=CC=C1)Cl)C1(CN(C1)C1=CC(=C(CN2CCC(CC2)C(=O)O)C(=C1)C)C)F 1-(4-(3-(2,6-dichlorophenyl)-3-fluoroazetidin-1-yl)-2,6-dimethylbenzyl)-piperidine-4-carboxylic acid